C[C@@H](CC(=O)O)C(=O)SCCNC(=O)CCNC(=O)[C@@H](C(C)(C)COP(=O)(O)OP(=O)(O)OC[C@@H]1[C@H]([C@H]([C@@H](O1)N2C=NC3=C(N=CN=C32)N)O)OP(=O)(O)O)O The molecule is an acyl-CoA resulting from the formal condensation of the thiol group of coenzyme A with the 1-carboxy group of (2S)-methylsuccinic acid. It is a conjugate acid of a (2S)-methylsuccinyl-CoA(5-).